CC(C)C[C@H](CO)N D(-)-leucinol